5H-imidazo[1,2-a]quinoxaline C1C=NC=2N1C1=CC=CC=C1NC2